P([O-])([O-])=O.P(=O)([O-])([O-])O.[Ti+4] titanium phosphate (phosphonate)